1H-PYRROLO[2,3-B]PYRIDINE-6-BORONIC ACID N1C=CC=2C1=NC(=CC2)B(O)O